5-CHLORO-4-METHYLPYRIDINE-3-CARBOXALDEHYDE ClC=1C(=C(C=NC1)C=O)C